4-{[4-(2-ethylsulfanyl-pyridin-3-yl)-2,6-difluoro-phenyl]-methyl-amino}-butyric acid C(C)SC1=NC=CC=C1C1=CC(=C(C(=C1)F)N(CCCC(=O)O)C)F